isononyl octanoate C(CCCCCCC)(=O)OCCCCCCC(C)C